ClC=1C(=NN2C1C(N(CC2)COCC[Si](C)(C)C)=O)C2=C1C(=NC=C2)N(N=C1)COCC[Si](C)(C)C 3-chloro-5-{[2-(trimethylsilyl)ethoxy]methyl}-2-(1-{[2-(trimethylsilyl)ethoxy]methyl}pyrazolo[3,4-b]pyridin-4-yl)-6H,7H-pyrazolo[1,5-a]pyrazin-4-one